15-(4,4-difluoropiperidine-1-carboxamido)pentadecanoic acid FC1(CCN(CC1)C(=O)NCCCCCCCCCCCCCCC(=O)O)F